2-methyl-2-((R)-3-(3-(trifluoromethyl)phenoxy)pyrrolidin-1-yl)propanamide CC(C(=O)N)(C)N1C[C@@H](CC1)OC1=CC(=CC=C1)C(F)(F)F